3-(4,4,5,5-tetramethyl-1,3,2-dioxaborolan-2-yl)-1H-pyrazole CC1(OB(OC1(C)C)C1=NNC=C1)C